NC1=C(C=2C(=NC=C(C2S1)F)C=1C2=C(C=3C=NC(=NC3C1F)N1CCC(CC1)N1CC(C1)OC)COC2)C#N 2-Amino-7-fluoro-4-(5-fluoro-3-(4-(3-methoxyazetidin-1-yl)piperidin-1-yl)-7,9-dihydrofuro[3,4-f]quinazolin-6-yl)thieno[3,2-c]pyridine-3-carbonitrile